S1C=C(C=C1)C(=O)NC=1C=CC2=C(C(=CS2)C2=CCN3CCCCC3CC2)C1 5-(3-thienoyl)amino-3-(1-azabicyclo[5.4.0]undec-3-en-4-yl)-benzothiophene